C(C1=CC=CC=C1)OC(CC(=O)C1=NN(C=2CC(CCC12)(C)C)C1OCC1)=O 3-[6,6-dimethyl-1-(oxetan-2-yl)-5,7-dihydro-4H-indazol-3-yl]-3-oxo-propionic acid benzyl ester